BrC=1C(=C(C=CC1)C1=CCN(CC1)C(=O)OC(C)(C)C)OCC(C1=CC=CC=C1)O tertbutyl 4-(3-bromo-2-(2-hydroxy-2-phenylethoxy)phenyl)-5,6-dihydropyridine-1(2H)carboxylate